6-(7-((4,4-difluoro-1-piperidinyl)carbonyl)-2-quinoxalinyl)-2-methyl-1(2H)-isoquinolinone FC1(CCN(CC1)C(=O)C1=CC=C2N=CC(=NC2=C1)C=1C=C2C=CN(C(C2=CC1)=O)C)F